NC=1C=C(C=CC1C(C)C)N(C(C)=O)C N-(3-amino-4-isopropylphenyl)-N-methylacetamide